3-{4-[(2-amino-4-pyrimidinyl)oxy]-3-isopropylphenyl}-1-[3-(cyclopentyloxy)phenyl]-2,4-imidazolidinedione NC1=NC=CC(=N1)OC1=C(C=C(C=C1)N1C(N(CC1=O)C1=CC(=CC=C1)OC1CCCC1)=O)C(C)C